N1(CCC1)CC1(CC1)NC(=O)C1(CC1)CC1=CC=C(C=C1)F N-(1-(azetidin-1-ylmethyl)cyclopropyl)-1-(4-fluorobenzyl)cyclopropane-1-carboxamide